6-(4-chlorobenzyl)-9-isopropyl-2-(1-methyl-1H-pyrazol-4-yl)-2,6,9-triazaspiro[4.5]decane-1,7,10-trione ClC1=CC=C(CN2C3(CCN(C3=O)C=3C=NN(C3)C)C(N(CC2=O)C(C)C)=O)C=C1